tert-butyl 3-(2-((((benzyloxy) carbonyl) amino) methyl) pyridin-4-yl)-4,4-difluoropiperidine-1-carboxylate C(C1=CC=CC=C1)OC(=O)NCC1=NC=CC(=C1)C1CN(CCC1(F)F)C(=O)OC(C)(C)C